COC=1C=C2C3(C(NC2=CC1)=O)CC3 5'-methoxy-2'-oxospiro[cyclopropane-1,3'-indole]